ethyl (4-(2-chloro-4-fluorophenyl)-2-oxo-2H-chromen-7-yl)-D-alaninate ClC1=C(C=CC(=C1)F)C1=CC(OC2=CC(=CC=C12)N[C@H](C)C(=O)OCC)=O